N-((4-(3-cyanoazetidin-1-yl)-1-(4-(trifluoromethoxy)phenyl)-1H-pyrazolo[3,4-b]pyridin-3-yl)methyl)acrylamide C(#N)C1CN(C1)C1=C2C(=NC=C1)N(N=C2CNC(C=C)=O)C2=CC=C(C=C2)OC(F)(F)F